1-(9-ethyl-6-benzoyl-9H-carbazol-3-yl)-octane C(C)N1C2=CC=C(C=C2C=2C=C(C=CC12)CCCCCCCC)C(C1=CC=CC=C1)=O